tert-butyl 5-oxo-2-oxa-6-azaspiro[3.4]octane-6-carboxylate O=C1C2(COC2)CCN1C(=O)OC(C)(C)C